C(C)(C)(C)NC(C(=O)C1=C(C(=C2CCCCN12)C(=O)NC1=CC(=C(C=C1)F)C(F)F)C)=O 3-(2-(tert-butylamino)-2-oxoacetyl)-N-(3-(difluoromethyl)-4-fluorophenyl)-2-methyl-5,6,7,8-tetrahydroindolizine-1-carboxamide